tert-butyl-peroxylauric acid C(C)(C)(C)C(C(=O)OO)CCCCCCCCCC